N-(3-Cyano-5-(3-fluorobenzyl)-4,5,6,7-tetrahydrothieno[3,2-c]pyridin-2-yl)-2-(4-(N,N-dimethylsulfamoyl)phenyl)acetamid C(#N)C1=C(SC2=C1CN(CC2)CC2=CC(=CC=C2)F)NC(CC2=CC=C(C=C2)S(N(C)C)(=O)=O)=O